(R)-2-(5-Fluoropyridin-2-yl)-4-methyl-3-(1H-pyrrolo[2,3-b]pyridin-4-yl)-6,7-dihydro-4H-pyrazolo[5,1-c][1,4]oxazine FC=1C=CC(=NC1)C1=NN2C([C@H](OCC2)C)=C1C1=C2C(=NC=C1)NC=C2